C(C)(C)(C)OC([C@H](CC1CC1)OC1=C(C=C(C=C1)Br)C1=NOCC1OCC)=O.ClC=1SC(=CN1)C(C)=O 1-(2-chlorothiazol-5-yl)ethanone tert-Butyl-(2S)-2-[4-bromo-2-(4-ethoxy-4,5-dihydroisoxazol-3-yl)phenoxy]-3-cyclopropylpropanoat